ClC=1C=C(C=NC1)C=1N=NN(C1)[C@H](C(=O)N1[C@@H](C[C@H](C1)O)C(=O)NC)C(C)(C)C (2S,4r)-1-[(2S)-2-[4-(5-chloro-3-pyridinyl)triazol-1-yl]-3,3-dimethyl-butyryl]-4-hydroxy-N-methyl-pyrrolidine-2-carboxamide